(S)-1-((2S,3S)-3-(4-bromothiazol-2-yl)-2-(benzhydrylamino)-3-methoxypropionyl)hexahydropyridazine-3-carboxylic acid BrC=1N=C(SC1)[C@H]([C@@H](C(=O)N1N[C@@H](CCC1)C(=O)O)NC(C1=CC=CC=C1)C1=CC=CC=C1)OC